2-amino-4-(butylamino)-6-((1,2,3,4-tetrahydroisoquinolin-7-yl)methyl)pyrido[4,3-d]pyrimidin-5(6H)-one NC=1N=C(C2=C(N1)C=CN(C2=O)CC2=CC=C1CCNCC1=C2)NCCCC